5-(N-(3-bromo-2-hydroxypropyl)acetamido)-N1,N3-bis(2,3-dihydroxypropyl)-2,4,6-triiodoisophthalamide BrCC(CN(C(C)=O)C=1C(=C(C(=C(C(=O)NCC(CO)O)C1I)I)C(=O)NCC(CO)O)I)O